FC1(CN(CC1)C1=NC=CC(=C1NC(C1=CC=C(C=C1)C(C(F)(F)F)=O)=O)I)F N-(2-(3,3-difluoropyrrolidin-1-yl)-4-iodopyridin-3-yl)-4-(2,2,2-trifluoro-acetyl)benzamide